C(N)(=O)C1(CC=C(C=C1)C1=CC=CC=C1)C=1N=NNC1C(=O)OCC ethyl 4-(4-carbamoyl-[1,1-biphenyl]-4-yl)-1H-1,2,3-triazole-5-carboxylate